phenylethynyl-trans-cyclooctene C1(=CC=CC=C1)C#CC1=CCCCCCC1